N=1ON=C2C1C=CC(=C2)N 2,1,3-benzoxadiazol-5-amine